N-(3-fluoro-4-((2-oxo-1-(tetrahydro-2H-pyran-4-yl)-2,3-dihydro-1H-imidazo[4,5-b]pyridine-7-yl)oxy)phenyl)-1-phenyl-5-(trifluoromethyl)-1H-imidazole-4-carboxamide FC=1C=C(C=CC1OC1=C2C(=NC=C1)NC(N2C2CCOCC2)=O)NC(=O)C=2N=CN(C2C(F)(F)F)C2=CC=CC=C2